ClC1=CC(=C(COC2=CC=CC(=N2)C2CCC(CC2)NC2=NC3=C(N2C)C=C(C=C3OC(F)F)C(=O)O)C=C1)F 2-(((1r,4r)-4-(6-((4-Chloro-2-fluorobenzyl)oxy)pyridin-2-yl)cyclohexyl)amino)-4-(difluoromethoxy)-1-methyl-1H-benzo[d]imidazole-6-carboxylic acid